N-[(1S)-2-[3-chloro-2-(3-chloro-6-methoxy-pyridine-2-carbonyl)-4-(trifluoromethyl)anilino]-1-methyl-2-oxo-ethyl]carbamic acid tert-butyl ester C(C)(C)(C)OC(N[C@H](C(=O)NC1=C(C(=C(C=C1)C(F)(F)F)Cl)C(=O)C1=NC(=CC=C1Cl)OC)C)=O